2,7-dichlorobenzo[d]thiazole ClC=1SC2=C(N1)C=CC=C2Cl